NC1=C2C(=NC=N1)N(N=C2C2=C(C=C(C=C2)OC2=CC=CC=C2)F)[C@H]2CN(CCC2)C(=O)C(C#N)=CC(C)(N2CCN(CC2)C2COC2)C (R)-2-[3-[4-AMINO-3-(2-FLUORO-4-PHENOXY-PHENYL)PYRAZOLO[3,4-D]PYRIMIDIN-1-YL]PIPERIDIN-1-CARBONYL]-4-METHYL-4-[4-(OXETAN-3-YL)PIPERAZIN-1-YL]PENT-2-ENENITRIL